1-Hexadecanoyl-2-octanoyl-sn-glycero-3-phosphocholine C(CCCCCCCCCCCCCCC)(=O)OC[C@@H](OC(CCCCCCC)=O)COP(=O)([O-])OCC[N+](C)(C)C